(R)-5-((1-(dimethylamino)propan-2-yl)oxy)-7-ethoxy-N-(5-fluoroquinolin-6-yl)pyrido[4,3-d]pyrimidin-4-amine CN(C[C@@H](C)OC1=NC(=CC=2N=CN=C(C21)NC=2C(=C1C=CC=NC1=CC2)F)OCC)C